[Mo].[S] sulfur compound with molybdenum